N-(6-(6-(Cyclopropanecarboxamido)pyridazin-4-yl)imidazo[1,2-a]pyridin-2-yl)-4-fluorotetrahydro-2H-pyran-4-carboxamide C1(CC1)C(=O)NC1=CC(=CN=N1)C=1C=CC=2N(C1)C=C(N2)NC(=O)C2(CCOCC2)F